(S)-5-benzyl-N-(5-methyl-4-oxo-6-(trifluoromethyl)-2,3,4,5-tetrahydrobenzo[b][1,4]oxazepin-3-yl)-4H-1,2,4-triazole-3-carboxamide C(C1=CC=CC=C1)C=1NC(=NN1)C(=O)N[C@@H]1C(N(C2=C(OC1)C=CC=C2C(F)(F)F)C)=O